tert-butyl 3-[8-fluoro-7-[7-fluoro-3-(methoxymethoxy)-8-(2-triisopropylsilylethynyl)-1-naphthyl]-2-(3-oxopropyl)pyrido[4,3-d]pyrimidin-4-yl]-3,8-diazabicyclo[3.2.1]octane-8-carboxylate FC1=C(N=CC2=C1N=C(N=C2N2CC1CCC(C2)N1C(=O)OC(C)(C)C)CCC=O)C1=CC(=CC2=CC=C(C(=C12)C#C[Si](C(C)C)(C(C)C)C(C)C)F)OCOC